(3S,7S)-12-Methoxy-3-methyl-6-methylene-1,11-dioxo-N-(2,4,6-trifluorobenzyl)-1,4,5,6,7,11-hexahydro-3H-2,7-methanopyrido[1,2-a][1,4]diazonine-10-carboxamide COC=1C(C(=CN2C1C(N1[C@H](CCC([C@H]2C1)=C)C)=O)C(=O)NCC1=C(C=C(C=C1F)F)F)=O